2-(5-(2-cyclopropylethyl)-3-(4-fluorophenyl)-4-(4-sulfamoylbenzyl)-1H-pyrazol-1-yl)thiazole-4-carboxylic acid C1(CC1)CCC1=C(C(=NN1C=1SC=C(N1)C(=O)O)C1=CC=C(C=C1)F)CC1=CC=C(C=C1)S(N)(=O)=O